3-[(1-ethyl-1H-pyrazol-4-yl)methyl]-1-{2-fluoro-5-[(2R)-2-methylmorpholin-4-yl]-3-(trifluoromethoxy)phenyl}pyridin-2(1H)-one C(C)N1N=CC(=C1)CC=1C(N(C=CC1)C1=C(C(=CC(=C1)N1C[C@H](OCC1)C)OC(F)(F)F)F)=O